3-(6'-Oxo-3',4',6',8'-tetrahydro-7'H-spiro[piperidine-4,2'-pyrano[2,3-f]isoindol]-7'-yl)piperidine-2,6-dione O=C1N(CC=2C=C3C(=CC12)CCC1(O3)CCNCC1)C1C(NC(CC1)=O)=O